FC1=C(C(=CC(=C1)NC(=O)C1(CC1)C(=O)OC)F)C=1N=C2N(C=CC(=C2)C)C1C[C@H]1CN(CCO1)C(=O)OC methyl (S)-2-((2-(2,6-difluoro-4-(1-(methoxycarbonyl)cyclopropane-1-carboxamido)phenyl)-7-methylimidazo[1,2-a]pyridin-3-yl)methyl)morpholine-4-carboxylate